1-(3-(6-(2-fluoro-6-hydroxyphenyl)-2H-indazol-2-yl)azetidin-1-yl)propan-2-en-1-one FC1=C(C(=CC=C1)O)C=1C=CC2=CN(N=C2C1)C1CN(C1)C(C=C)=O